4,4,5,5-tetramethyl-2-(9,9-dimethyl-9H-fluoren-2-yl)-1,3,2-dioxaborolan CC1(OB(OC1(C)C)C1=CC=2C(C3=CC=CC=C3C2C=C1)(C)C)C